acryloxynonylchlorodimethylsilane C(C=C)(=O)OCCCCCCCCC[Si](C)(C)Cl